5-[4-[4-[[4-[2-[(3S)-2,6-dioxo-3-piperidyl]-1-oxo-isoindolin-5-yl]piperazin-1-yl]methyl]-1-piperidyl]phenyl]-6-(2-pyridyl)-8,9-dihydro-7H-benzo[7]annulene-2-carboxylic acid O=C1NC(CC[C@@H]1N1C(C2=CC=C(C=C2C1)N1CCN(CC1)CC1CCN(CC1)C1=CC=C(C=C1)C1=C(CCCC2=C1C=CC(=C2)C(=O)O)C2=NC=CC=C2)=O)=O